C(=O)O.CC(C)(C)[S@](=O)N[C@@H]1C\C=C/C[C@H](S[C@@H]2[C@@H]([C@H]([C@H]([C@@H]1O2)O)O)O)CN2CCOCC2 (S)-2-methyl-N-((1R,3S,8R,9R,10R,11S,12R,Z)-10,11,12-trihydroxy-3-(morpholinomethyl)-13-oxa-2-thiabicyclo[7.3.1]tridec-5-en-8-yl)propane-2-sulfinamide formate salt